CC1=C(C=CC(=C1)OC1=CC=CC=C1)C1=C2CNC(C2=CC=C1)=O 4-(2-methyl-4-phenoxyphenyl)isoindolin-1-one